N-(3-((5-(3,5-difluorophenyl)-2-((1-methyl-1H-pyrazol-4-yl)amino)pyrimidin-4-yl)amino)-4-fluorophenyl)acrylamide FC=1C=C(C=C(C1)F)C=1C(=NC(=NC1)NC=1C=NN(C1)C)NC=1C=C(C=CC1F)NC(C=C)=O